ClC1=C(C=CC=C1)S(=O)(=O)NN=CC1=CC=CC=C1 chlorobenzylidenebenzenesulfonohydrazide